1-[3-(o-hydroxyphenyl)-5-methyl-6,7,8,9-tetrahydro-5H-1,2,6,9-tetraazafluoren-6-yl]-4-(1-azepanyl)-2-buten-1-one OC1=C(C=CC=C1)C=1N=NC=2NC=3CCN(C(C3C2C1)C)C(C=CCN1CCCCCC1)=O